(E)-2-(hydrazinomethyl)pyridine N(N)CC1=NC=CC=C1